trans-4-aminocyclohexane-1-carboxamide N[C@@H]1CC[C@H](CC1)C(=O)N